BrC=1C=C(\C=N\C2=CC=C(C(=O)O)C=C2)C=C(C1OC(\C=C\C1=CC(=CC=C1)OC)=O)OC 4-((E)-((E)-3-bromo-5-methoxy-4-((E)-3-(3-methoxyphenyl)acryloyloxy)benzylidene)amino)benzoic acid